C(C)(=O)N1CC2(CN(C2)CC2=C(C(=NC=C2)NC=2C(=C(C=CC2)C2=C(C(=CC=C2)C2=NC(=C(C=O)C=C2)OC)Cl)Cl)F)C1 6-(3'-((4-((6-acetyl-2,6-diazaspiro[3.3]heptan-2-yl)methyl)-3-fluoropyridin-2-yl)amino)-2,2'-dichloro-[1,1'-biphenyl]-3-yl)-2-methoxynicotinaldehyde